C(C)(=O)OC(C)OC(C(C)C1=CC(=C(C=C1)C1=CC=CC=C1)F)=O (±)-2-(2-fluoro-4-biphenylyl)propionic acid 1-acetoxyethyl ester